C(N)(=O)CCC(=O)N1CCC(CC1)C=1N=C(N(C1)C1=C(C=C(C=C1F)OC)F)C1=C(C(=O)N)C=CC(=C1)OC(F)F {4-[1-(3-Carbamoylpropanoyl)piperidin-4-yl]-1-(2,6-difluoro-4-methoxyphenyl)-1H-imidazol-2-yl}-4-(difluoromethoxy)benzamide